C(C1=CC=CC=C1)OC1=CC(=C(C(=O)OC2=C(C(=C(C(=O)OC3=C(C(=C(C(=C3)C)C(=O)OC3=C(C(=C(C(=C3)OC)C(=O)OCC3=CC=CC=C3)C)C)O)C)C(=C2C)C)C)C)C(=C1)C)OC 4-((4-((benzyloxy)carbonyl)-5-methoxy-2,3-dimethylphenoxy)carbonyl)-3-hydroxy-2,5-dimethylphenyl 4-((4-(benzyloxy)-2-methoxy-6-methylbenzoyl)oxy)-2,3,5,6-tetramethylbenzoate